NC1=NC=NN2C1=C(C=C2C=2C(=CC(=C(C(=O)N[C@@H]1CN(C[C@@H]1F)C(=O)C1=NC=C(C=C1F)C(F)(F)F)C2)C)F)C(F)(F)F 5-[4-amino-5-(trifluoromethyl)pyrrolo[2,1-f][1,2,4]triazin-7-yl]-4-fluoro-N-[(3R,4S)-4-fluoro-1-[3-fluoro-5-(trifluoromethyl)pyridine-2-carbonyl]pyrrolidin-3-yl]-2-methylbenzamide